4-({1',2'-dihydrospiro[cyclopentane-1,3'-pyrrolo[2,3-c]pyridin]-1'-yl}sulfonyl)-N,N-dimethyl-benzene-1-sulfonamide N1(CC2(C=3C1=CN=CC3)CCCC2)S(=O)(=O)C2=CC=C(C=C2)S(=O)(=O)N(C)C